3-(4-bromophenyl)-5-(4-chlorophenyl)pyrazolo[1,5-a]pyrimidin-7(4H)-one BrC1=CC=C(C=C1)C=1C=NN2C1NC(=CC2=O)C2=CC=C(C=C2)Cl